2-(1-methyl-4-(2-methyl-3-phenylpropanoyl)-10-oxo-1,4,9-triazaspiro[5.6]-dodecan-9-yl)acetic acid CN1CCN(CC12CCN(C(CC2)=O)CC(=O)O)C(C(CC2=CC=CC=C2)C)=O